2-((1H-pyrazol-3-yl)methyl)-6-((5-bromothiazol-4-yl)methyl)-4-methyl-4H-thiazolo[5',4':4,5]pyrrolo[2,3-d]pyridazin-5(6H)-one N1N=C(C=C1)CC=1SC2=C(N(C=3C(N(N=CC32)CC=3N=CSC3Br)=O)C)N1